4-[(2-methoxyphenoxy)methyl]-1,3-dioxolane COC1=C(OCC2OCOC2)C=CC=C1